copper-arsenic sulfide [As]=S.[Cu]